(S)-1-(3,4-difluorophenyl)-5-(5-(3,5-dimethylisoxazol-4-yl)-1-((R)-1-(methanesulfonyl)pyrrolidin-3-yl)-1H-benzo[d]imidazol-2-yl)pyrrolidin-2-one FC=1C=C(C=CC1F)N1C(CC[C@H]1C1=NC2=C(N1[C@H]1CN(CC1)S(=O)(=O)C)C=CC(=C2)C=2C(=NOC2C)C)=O